1-[(3,5-Difluorophenyl)methyl]-N-[rac-(6S)-2,4-dimethyl-5-oxo-7,8-dihydro-6H-pyrazolo[1,5-a][1,3]diazepin-6-yl]-1,2,4-triazol-3-carboxamid FC=1C=C(C=C(C1)F)CN1N=C(N=C1)C(=O)N[C@@H]1C(N(C=2N(CC1)N=C(C2)C)C)=O |r|